6-(4-(Trifluoromethyl)phenethyl)-1-(2-((tetrahydro-2H-pyran-2-yl)oxy)ethyl)-1H-indole FC(C1=CC=C(CCC2=CC=C3C=CN(C3=C2)CCOC2OCCCC2)C=C1)(F)F